CC1=C(OC=C1)CS (3-methylfuran-2-yl)methyl thiol